2,4-diamino-6-bromoquinazoline NC1=NC2=CC=C(C=C2C(=N1)N)Br